2-bromo-6-nitrobenzenesulfonyl chloride BrC1=C(C(=CC=C1)[N+](=O)[O-])S(=O)(=O)Cl